1-(tert-butyl)-N-((5-(7-(((3S,4R)-3-fluoro-1-methylpiperidin-4-yl)amino)-3-(2,2,2-trifluoroethyl)pyrazolo[1,5-a]pyrazin-2-yl)-1,3,4-thiadiazol-2-yl)methyl)-1H-pyrrole-3-carboxamide C(C)(C)(C)N1C=C(C=C1)C(=O)NCC=1SC(=NN1)C1=NN2C(C=NC=C2N[C@H]2[C@H](CN(CC2)C)F)=C1CC(F)(F)F